ClC=1C(=NC(=NC1)NC1=CC=C(C=C1)N(C)CCN(C)C)NC=1C=C(C=CC1F)NC(C=C)=O N-(3-((5-chloro-2-((4-((2-(dimethylamino)ethyl)(methyl)amino)phenyl)amino)pyrimidin-4-yl)amino)-4-fluorophenyl)acrylamide